4-(bromomethyl)-5-(difluoromethoxy)-3-(difluoromethyl)-1-methyl-1H-pyrazole BrCC=1C(=NN(C1OC(F)F)C)C(F)F